N-(2-(3,3-difluoropyrrolidin-1-yl)-4-(2-fluoro-phenyl)pyridin-3-yl)-2-methylisonicotinamide FC1(CN(CC1)C1=NC=CC(=C1NC(C1=CC(=NC=C1)C)=O)C1=C(C=CC=C1)F)F